1-(4-((6,7-dimethoxyquinolin-4-yl)amino)phenyl)-3-(4-methylphenyl)urea COC=1C=C2C(=CC=NC2=CC1OC)NC1=CC=C(C=C1)NC(=O)NC1=CC=C(C=C1)C